C1(CC1)NC(C(C(CC1C(NCC1)=O)NC(C(CC(C)C)NC(OC(C1(CCC1)C1=CC(=CC=C1)Cl)C1=CC=C(C=C1)Cl)=O)=O)=O)=O (4-chlorophenyl)(1-(3-chlorophenyl)cyclobutyl)methyl (1-((4-(cyclopropylamino)-3,4-dioxo-1-(2-oxopyrrolidin-3-yl)butan-2-yl)amino)-4-methyl-1-oxopentan-2-yl)carbamate